3-Benzyl 1-tert-butyl 4-benzylpiperazine-1,3-dicarboxylate C(C1=CC=CC=C1)N1C(CN(CC1)C(=O)OC(C)(C)C)C(=O)OCC1=CC=CC=C1